(S)-(7-(3,4-dimethoxyphenyl)pyrazolo[1,5-a]pyrimidin-2-yl)(3-methyl-4-(4-methylbenzoyl)piperazin-1-yl)methanone COC=1C=C(C=CC1OC)C1=CC=NC=2N1N=C(C2)C(=O)N2C[C@@H](N(CC2)C(C2=CC=C(C=C2)C)=O)C